tert-butyl 3-[2-[3-[2-[3-[[5-(5-methylpyrido[4,3-b]indol-7-yl)-2-pyridyl]oxy]cyclobutoxy]ethyl]cyclobutyl]ethoxy]azetidine-1-carboxylate CN1C2=C(C=3C=CC(=CC13)C=1C=CC(=NC1)OC1CC(C1)OCCC1CC(C1)CCOC1CN(C1)C(=O)OC(C)(C)C)C=NC=C2